CN(C1=CN=C(S1)/C=C/C=C/C=1SC[C@@H](N1)C(=O)O)C (S)-2-((1E,3E)-4-(5-(dimethylamino)thiazol-2-yl)but-1,3-dien-1-yl)-4,5-dihydrothiazol-4-carboxylic acid